N-(2-morpholin-4-yl-ethyl)-formamide N1(CCOCC1)CCNC=O